C17-Sphinganine CCCCCCCCCCCCCCC(C(CO)N)O